N1=CC=CC2=C1N(C=CC=C2)C(=O)[O-] pyrido[2,3-b]azepine-9-carboxylate